NC=1C=2N(C3=CC(=C(C=C3N1)Cl)C(=O)N(C1COC3=NC(=CC=C31)C(F)(F)F)CC3CC3)C=NC2 4-amino-7-chloro-N-(cyclopropylmethyl)-N-(6-(trifluoromethyl)-2,3-dihydrofuro[2,3-b]pyridin-3-yl)imidazo[1,5-a]quinoxaline-8-carboxamide